3-(3-(difluoromethyl)phenyl)-2-ethyl-5-(4,4,5,5-tetramethyl-1,3,2-dioxaborolan-2-yl)-1-tosyl-1H-pyrrolo[2,3-b]pyridine FC(C=1C=C(C=CC1)C1=C(N(C2=NC=C(C=C21)B2OC(C(O2)(C)C)(C)C)S(=O)(=O)C2=CC=C(C)C=C2)CC)F